2-chloro-5-isopropyl-7-((5-(4-methylpiperazin-1-yl)-1,3,4-oxadiazol-2-yl)methyl)thieno[2',3':4,5]pyrrolo[1,2-d][1,2,4]triazin-8(7H)-one ClC1=CC2=C(C=C3N2C(=NN(C3=O)CC=3OC(=NN3)N3CCN(CC3)C)C(C)C)S1